CS(=O)(=O)C1CCN(CC1)C1=CC=C(C=N1)N1N=C(C2=CC=C(C(=C12)C)CO)C=1C2=CN(N=C2C=CC1)C {1-[6-(4-methanesulfonylpiperidin-1-yl)pyridin-3-yl]-2',7-dimethyl-1H,2'H-[3,4'-biindazol]-6-yl}meth-anol